C(C)(=O)N1C[C@H](CC1)NCC=1C=CC(=NC1OC)C1=C(C(=NC=C1)C=1C(=C(C=CC1)NC(C1=NC=C(C=C1)CN1CC(C1)O)=O)C)Cl (S)-N-(3-(5-(((1-acetylpyrrolidin-3-yl)amino)methyl)-3'-chloro-6-methoxy-[2,4'-bipyridin]-2'-yl)-2-methylphenyl)-5-((3-hydroxyazetidin-1-yl)methyl)picolinamide